C(CCCCCCCCCCCCCCCCC)[NH2+]CCCCCCCCCCCF octadecyl-fluoroundecyl-ammonium